(2S)-1-[3-[[5-(5-fluoro-3-pyridinyl)-6-tetrahydropyran-4-yl-1H-pyrazolo[4,3-g]isoquinolin-8-yl]oxy]azetidin-1-yl]-2-hydroxy-propan-1-one FC=1C=C(C=NC1)C1=C(N=C(C2=CC3=C(C=C12)C=NN3)OC3CN(C3)C([C@H](C)O)=O)C3CCOCC3